N-{[(1r,4r)-4-(5-chloro-2H-indazol-2-yl)cyclohexyl]methyl}-3,5-difluoro-4-hydroxybenzamide, ammonium salt [NH4+].ClC1=CC2=CN(N=C2C=C1)C1CCC(CC1)CNC(C1=CC(=C(C(=C1)F)O)F)=O